5-(2,2-difluoroethyl)-4-methoxy-6-methyl-pyrimidin-2-amine FC(CC=1C(=NC(=NC1C)N)OC)F